2-[(6-tert-butyl-1,1-dimethyl-2,3-dihydro-1H-inden-4-yl)(propyl)amino]pyrimidine-5-carboxylic Acid C(C)(C)(C)C1=CC(=C2CCC(C2=C1)(C)C)N(C1=NC=C(C=N1)C(=O)O)CCC